C(C)(C)(C)[C@@H](C(=O)N1[C@@H](C[C@H](C1)O)C(=O)NCC1=CC=C(C=C1)C1=C(N=CS1)C)NC(CCOCCOCCC(NCCC1=CNC2=CC=CC=C12)=O)=O (2S,4R)-1-((S)-2-(tert-butyl)-16-(1H-indol-3-yl)-4,13-dioxo-7,10-dioxa-3,14-diazahexadecanoyl)-4-hydroxy-N-(4-(4-methylthiazol-5-yl)benzyl)pyrrolidine-2-carboxamide